propylene glycol dicaprylate caprate OC(=O)CCCCCCCCC.C(CCCCCCC)(=O)O.C(CCCCCCC)(=O)O.C(C(C)O)O